NC1C(COC1)(C)CO (4-amino-3-methyl-tetrahydrofuran-3-yl)methanol